(3-HYDROXY-PYRROLIDIN-1-YL)-ACETIC ACID OC1CN(CC1)CC(=O)O